yttrium naphthalate C1(=CC=CC2=CC=CC=C12)C(=O)[O-].[Y+3].C1(=CC=CC2=CC=CC=C12)C(=O)[O-].C1(=CC=CC2=CC=CC=C12)C(=O)[O-]